4-(2,3-dichloro-6-methoxyphenyl)-2-methylpiperidine-2-carboxylic acid ClC1=C(C(=CC=C1Cl)OC)C1CC(NCC1)(C(=O)O)C